6-chloro-2-(4,4-difluorocyclohexyl)pyridazin-3(2H)-one ClC=1C=CC(N(N1)C1CCC(CC1)(F)F)=O